N1=CC=CC=2SCC3N(C21)CCNC3 6,6a,7,8,9,10-hexahydropyrazino[1,2-d]pyrido[3,2-b][1,4]thiazine